tert-butyl 6-(4-((4-(2-(2,6-dioxopiperidin-3-yl)-6-fluoro-1,3-dioxoisoindolin-5-yl)piperazin-1-yl)methyl)piperidin-1-yl)pyridazine-3-carboxylate O=C1NC(CCC1N1C(C2=CC(=C(C=C2C1=O)N1CCN(CC1)CC1CCN(CC1)C1=CC=C(N=N1)C(=O)OC(C)(C)C)F)=O)=O